1-(4-(((tert-butyldimethylsilyl)oxy)methyl)benzyl)-4-(5-nitropyridin-2-yl)piperazine [Si](C)(C)(C(C)(C)C)OCC1=CC=C(CN2CCN(CC2)C2=NC=C(C=C2)[N+](=O)[O-])C=C1